2-(diethylamino)ethyl 3-(1-(N-methyl-3,5-bis(trifluoromethyl)benzamido)ethyl)pyrazine-2-carboxylate CN(C(C1=CC(=CC(=C1)C(F)(F)F)C(F)(F)F)=O)C(C)C=1C(=NC=CN1)C(=O)OCCN(CC)CC